(1S,3S)-3-((6-(5-(((butoxycarbonyl)(methyl)amino)methyl)-1-methyl-1H-pyrazol-4-yl)pyridin-3-yl)oxy)cyclohexane-1-carboxylic acid C(CCC)OC(=O)N(C)CC1=C(C=NN1C)C1=CC=C(C=N1)O[C@@H]1C[C@H](CCC1)C(=O)O